O=C1NC2=CC=C(C=C2C12CCNCC2)C#N 2-oxo-1,2-dihydrospiro[indole-3,4'-piperidine]-5-carbonitrile